C(C)C1(CCN(CC1)C1=CC=C(C=C1)N1N=CC2=CC(=C(C(=C12)F)O)F)CC 1-(4-(4,4-Diethylpiperidin-1-yl)phenyl)-5,7-difluoro-1H-indazol-6-ol